FC1(CN(CC1)C1=CC=C(C=C1)C(C)N1N=CC2=C(C=CC(=C12)C(=O)O)C#CC)F 1-(1-(4-(3,3-difluoropyrrolidin-1-yl)phenyl)ethyl)-4-(propane-1-yn-1-yl)-1H-Indazole-7-carboxylic acid